ClC1=C(C=CC(=C1)Cl)NC=1N(C2=NC(=NC=C2N1)N[C@H]1[C@@H](CCC1)O)C1CCC(CC1)C(=O)N (1S,4s)-4-(8-(2,4-dichlorophenylamino)-2-((1R,2R)-2-hydroxycyclopentylamino)-9H-purin-9-yl)cyclohexanecarboxamide